C(C)(C)(C)OC(=O)N1CC(C1)NC1=CC(=C(C=C1)C)C(NCC1=CC(=CC=C1)C=1SC(=CC1)CN1CCCC1)=O.CC1(C(C1)(C1=CC=CC=C1)C1=CC=CC=C1)P(C(C)(C)C)C(C)(C)C (1-methyl-2,2-diphenylcyclopropyl)di-tert-butylphosphine tert-Butyl-3-((4-methyl-3-((3-(5-(pyrrolidin-1-ylmethyl)thiophen-2-yl)benzyl)carbamoyl)phenyl)amino)azetidine-1-carboxylate